C(C)(=O)N1CC2NC(C(CC2C1)C(=O)NC1=CC(=C(C=C1)C)C(F)(F)F)C1=CC=C(C=C1)N 6-acetyl-2-(4-aminophenyl)-N-[4-methyl-3-(trifluoromethyl)-phenyl]-1,2,3,4,4a,5,7,7a-octahydropyrrolo[3,4-b]pyridine-3-carboxamide